CC(CC)CCCCCCCCCCC 3-Methyltetradecan